potassium bistrifluoromethyl-sulfonamide FC(F)(F)N(S(=O)=O)C(F)(F)F.[K]